C1(=CC=CC=C1)S(=O)(=O)C1=CC=C(C(=O)Cl)C=C1 4-benzenesulfonyl-benzoyl chloride